tert-butyl(4-hydroxypiperidin-1-yl) formate C(=O)ON1C(CC(CC1)O)C(C)(C)C